2-amino-1'-[5-cyano-6-[(1R,5S)-3,8-diazabicyclo[3.2.1]octan-3-yl]-2-[(1-phenylcyclopropyl)methoxy]pyrimidin-4-yl]spiro[5,6-dihydrocyclopenta[b]thiophene-4,3'-azetidine]-3-carbonitrile NC1=C(C2=C(S1)CCC21CN(C1)C1=NC(=NC(=C1C#N)N1C[C@H]2CC[C@@H](C1)N2)OCC2(CC2)C2=CC=CC=C2)C#N